BrC=1C=C(C=CC1)C(C(=O)N1CC2=C(N=C(NC2=O)C2(CC2)C2=CC=CC=C2)CC1)O 6-(2-(3-bromophenyl)-2-hydroxyacetyl)-2-(1-phenylcyclopropyl)-5,6,7,8-tetrahydropyrido[4,3-d]pyrimidin-4(3H)-one